CC=1C=C(C=CC1)N(C=1C=C2C=CC(=CC2=CC1)/C=C/C1=C(C=[N+](C=C1)CCCS(=O)(=O)O)F)C1=CC(=CC=C1)C 4-[(1E)-2-{6-[Bis(3-methylphenyl)amino]naphthalen-2-yl}ethenyl]-3-fluoro-1-(3-sulfopropyl)pyridin-1-ium